N-(4-chlorophenyl)-9-((3-methylbenzylidene)amino)-2-morpholino-9H-purin-6-amine ClC1=CC=C(C=C1)NC1=C2N=CN(C2=NC(=N1)N1CCOCC1)N=CC1=CC(=CC=C1)C